CC1CNC(=CC1)C=1C=C2COC3(C2=CC1)CC3 3-Methyl-6-(3'H-spiro[cyclopropane-1,1'-isobenzofuran]-5'-yl)-1,2,3,4-tetrahydropyridine